8-chloro-2-oxo-isoquinolin-2-ium ClC=1C=CC=C2C=C[N+](CC12)=O